2,4-difluoro-3-nitrophenol FC1=C(C=CC(=C1[N+](=O)[O-])F)O